FC1([C@@H](C12CCN(CC2)S(=O)(=O)N)C2=NC(=NO2)C2=CC(=CC=C2)F)F (2S)-1,1-difluoro-2-[3-(3-fluorophenyl)-1,2,4-oxadiazol-5-yl]-6-azaspiro[2.5]octane-6-sulfonamide